OC=1C(OC(C1C1=CC=C(C=C1)S(=O)(=O)C)(C)C)=O 3-hydroxy-5,5-dimethyl-4-[4-(methylsulfonyl)phenyl]-2(5H)-furanone